3-bromo-6-(trifluoromethyl)imidazo[1,2-b]pyridazine BrC1=CN=C2N1N=C(C=C2)C(F)(F)F